N-[1-methyl-3-(pyridin-2-yl)-1H-pyrazol-5-yl]-4-phenylpyridin-2-amine CN1N=C(C=C1NC1=NC=CC(=C1)C1=CC=CC=C1)C1=NC=CC=C1